tert-butyl 1-amino-3,6,9,12-tetraoxahexadecan-16-oate NCCOCCOCCOCCOCCCC(=O)OC(C)(C)C